COC(CNCCC(=O)N)OC 3-(2,2-dimethoxyethylamino)propionamide